1-(4-bromophenyl)-1H-indole BrC1=CC=C(C=C1)N1C=CC2=CC=CC=C12